FC(C1=C(OC2CCC(CC2)CCN2N=C(C3=C2CCC3)C(=O)N3CCC(CC3)NC(C)=O)C=CC=C1)(F)F N-(1-(1-(2-((1s,4s)-4-(2-(Trifluoromethyl)phenoxy)cyclohexyl)ethyl)-1,4,5,6-tetrahydrocyclopenta[c]pyrazol-3-carbonyl)piperidin-4-yl)acetamid